CP(O)(O)=O.N1=C(N)N=C(N)N=C1N melamine methylphosphonate salt